C(C)(C)C1=C(C=CC=C1)C=1N=CC2=C(N1)C(=NN2COCC[Si](C)(C)C)CC2=CC=C(C=C2)C=2N(C=C(N2)C(F)(F)F)C 2-[[5-(2-isopropylphenyl)-3-[[4-[1-methyl-4-(trifluoromethyl)imidazol-2-yl]phenyl]methyl]pyrazolo[4,3-d]pyrimidin-1-yl]methoxy]ethyl-trimethyl-silane